FC(C(C(C(C(C(F)(F)F)(F)F)(F)F)(F)F)(F)F)(CCCO)F 3-(perfluorohexyl)propanol